2-methoxy-4-(methylamino)benzonitrile COC1=C(C#N)C=CC(=C1)NC